[Si](C1=CC=CC=C1)(C1=CC=CC=C1)(C(C)(C)C)OC[C@@H]([C@H](CC(C)(C)C)CCO)NC(OC(C)(C)C)=O tert-butyl N-[(1R,2R)-1-[[tert-butyl(diphenyl)silyl]oxymethyl]-2-(2-hydroxyethyl)-4,4-dimethyl-pentyl]carbamate